C(C(C)C)(=O)OCOC(=O)[C@@]1(NC[C@@H]2NCC[C@@H]21)CCCCB(O)O 4-((3AS,4R,6aR)-4-((isobutyryloxymethoxy)carbonyl)octahydropyrrolo[3,4-b]pyrrol-4-yl)butylboronic acid